Tert-butyl (2R,6S)-2-(methoxymethyl)-6-methylpiperazine-1-carboxylate COC[C@@H]1N([C@H](CNC1)C)C(=O)OC(C)(C)C